FC(C(=O)O)(F)F.CC(CN(C(C)=O)C1CCNCC1)(C)C N-(2,2-dimethylpropyl)-N-(piperidin-4-yl)acetamide trifluoroacetate